tert-butyl (2-(1,5-dimethyl-1H-indol-4-yl)ethyl)carbamate CN1C=CC2=C(C(=CC=C12)C)CCNC(OC(C)(C)C)=O